butyl 4-[(2R,6S)-2,6-dimethylmorpholin-4-yl]methyl-4-hydroxypiperidine-1-carboxylate C[C@@H]1CN(C[C@@H](O1)C)CC1(CCN(CC1)C(=O)OCCCC)O